1,1,8-trimethyl-3-tosylpyrrolo[1,2-a]quinolin-2(1H)-one CC1(C(C(=C2N1C1=CC(=CC=C1C=C2)C)S(=O)(=O)C2=CC=C(C)C=C2)=O)C